(3R,4S)-3-Fluoro-4-[4-[3-fluoro-4-[(2R)-2-(5-fluoro-2-pyridyl)-2-hydroxy-ethoxy]pyrazolo[1,5-a]pyridin-6-yl]-5-methyl-triazol-1-yl]piperidine-1-carbonitrile F[C@@H]1CN(CC[C@@H]1N1N=NC(=C1C)C=1C=C(C=2N(C1)N=CC2F)OC[C@H](O)C2=NC=C(C=C2)F)C#N